2-(((tert-butoxycarbonyl)amino)ethyl)-N-methylglycine ethyl ester C(C)OC(C(NC)CCNC(=O)OC(C)(C)C)=O